C(C)(=O)N1[C@@H](CN(CC1)C=1C=2N(C=C(C1)S(=O)(=O)NC1(CC1)C#N)C(=NC2)C=2SC(=NN2)C(F)(F)F)C (R)-8-(4-acetyl-3-methylpiperazin-1-yl)-N-(1-cyanocyclopropyl)-3-(5-(trifluoromethyl)-1,3,4-thiadiazol-2-yl)imidazo[1,5-a]pyridine-6-sulfonamide